ethynyl-2'-(4-methoxybenzyl)-4'-methyl-spiro[cyclohexane-1,1'-isoindoline] C(#C)C1N(C2(C3=CC=CC(=C13)C)CCCCC2)CC2=CC=C(C=C2)OC